ClC1=C(C=NN1C)S(=O)(=O)N1CCC(CC1)C=1C(=CC=2N(C1)C=CN2)C 6-(1-((5-chloro-1-methyl-1H-pyrazol-4-yl)sulfonyl)piperidin-4-yl)-7-methylimidazo[1,2-a]pyridine